C(C)(C)(C)OC(=O)N1C(CCC2=CC=CC=C12)C 2-methyl-3,4-dihydro-2H-quinoline-1-carboxylic acid tert-butyl ester